The molecule is a polymeric complex of zinc with the propylene 1,2-bis(dithiocarbamate) anionic ligand. A fungicide, it is used to control a wide range of fungal diseases, including downy mildew, brown rot, black rot, red fire, leaf spot, and blight in crops such as grapes, tomatoes, potatoes, berries, citrus, rice and tea. It has a role as an antifungal agrochemical. It is a dithiocarbamate salt, a macromolecule and a zinc coordination entity. It contains a propylene 1,2-bis(dithiocarbamate). CC(CNC(=S)[S-])NC(=S)[S-].[Zn+2]